Cl.N1=CCC1 azetin hydrochloride